1-bromo-4-fluoro-2-(isothiocyanatomethyl)benzene BrC1=C(C=C(C=C1)F)CN=C=S